ClC=1C(=C2N=C(N=C3C2=C(OCC2C4CCC(CN32)N4C(=O)[O-])N1)SC)F 2-chloro-1-fluoro-12-(methylthio)-5a,6,7,8,9,10-hexahydro-5H-4-oxa-3,10a,11,13,14-pentaaza-6,9-methanonaphtho[1,8-ab]heptalene-14-carboxylate